(4-ethyl-4H-1,2,4-triazol-3-yl)methylamine C(C)N1C(=NN=C1)CN